Tert-butyl (E)-1-(dimethoxymethyl)-3-(hydroxyimino)-8-azabicyclo[3.2.1]octane-8-carboxylate COC(C12C/C(/CC(CC1)N2C(=O)OC(C)(C)C)=N/O)OC